N-cyclopropyl-N-[1-(3-oxo-4H-1,4-benzoxazine-6-carbonyl)piperidin-4-yl]-2-phenylacetamide C1(CC1)N(C(CC1=CC=CC=C1)=O)C1CCN(CC1)C(=O)C=1C=CC2=C(NC(CO2)=O)C1